(S)-2-((4-((2-hydroxy-1-phenylethyl)amino)-5-(5-(pyridin-3-yl)-1,3,4-oxadiazol-2-yl)pyridin-2-yl)amino)-7,7-dimethyl-6,7-dihydro-5H-pyrrolo[3,4-d]pyrimidin-5-one OC[C@H](C1=CC=CC=C1)NC1=CC(=NC=C1C=1OC(=NN1)C=1C=NC=CC1)NC=1N=CC2=C(N1)C(NC2=O)(C)C